6-[3-[2-[2-[2-[2-[2-[2-[2-[2-(2,4-dinitroanilino)ethoxy]ethoxy]ethoxy]ethoxy]ethoxy]ethoxy]ethoxy]ethylcarbamoyl]phenoxy]pyridine-3-carboxylic acid [N+](=O)([O-])C1=C(NCCOCCOCCOCCOCCOCCOCCOCCNC(=O)C=2C=C(OC3=CC=C(C=N3)C(=O)O)C=CC2)C=CC(=C1)[N+](=O)[O-]